N1=C(C=CC=C1)C1(COC1)N 3-(pyridin-2-yl)oxetan-3-amine